C(C)(C)(C)OC(=O)N1CC(=CC1)C1=CC(=CC=C1)Br 3-(3-bromophenyl)-2,5-dihydro-1H-pyrrole-1-carboxylic acid tert-butyl ester